1-(4-[(2-Chloro-6-fluorophenyl)carbamoyl]-2-fluoro-5-{[(2S)-1,1,1-trifluoropropan-2-yl]oxy}phenyl)-5-oxo-4-(prop-2-en-1-yl)-4,5-dihydro-1H-1,2,4-triazol ClC1=C(C(=CC=C1)F)NC(=O)C1=CC(=C(C=C1O[C@H](C(F)(F)F)C)N1N=CN(C1=O)CC=C)F